3-(5-(((1R,2S)-2-((1-(bicyclo[1.1.1]pentan-1-yl)ethyl)amino)cyclohexyl)methyl)-1-oxoisoindolin-2-yl)piperidine-2,6-dione C12(CC(C1)C2)C(C)N[C@@H]2[C@H](CCCC2)CC=2C=C1CN(C(C1=CC2)=O)C2C(NC(CC2)=O)=O